3,4-difluoro-4'-(trans-4-ethylcyclohexyl)biphenyl FC=1C=C(C=CC1F)C1=CC=C(C=C1)[C@@H]1CC[C@H](CC1)CC